1-(3-((1-((2-oxabicyclo[2.1.1]hexan-1-yl)methyl)-5-methyl-4-nitro-1H-pyrazol-3-yl)oxy)propyl)-3,6-dichloro-1H-pyrazolo[3,4-d]pyrimidine C12(OCC(C1)C2)CN2N=C(C(=C2C)[N+](=O)[O-])OCCCN2N=C(C=1C2=NC(=NC1)Cl)Cl